1'-((3,8-difluoro-4-oxo-4,5-dihydropyrrolo[1,2-a]quinoxalin-7-yl)methyl)-3'-fluoro-N-methyl-1',2',3',6'-tetrahydro-[3,4'-bipyridine]-6-carboxamide FC=1C=CN2C1C(NC1=CC(=C(C=C21)F)CN2CC(C(=CC2)C=2C=NC(=CC2)C(=O)NC)F)=O